2-{3-[(4-methanesulfonyl-2-methoxyphenyl)amino]prop-1-yn-1-yl}-N-[1-(4-methyl-1,3-thiazol-2-yl)piperidin-4-yl]-1-(2,2,2-trifluoroethyl)-1H-indol-4-amine CS(=O)(=O)C1=CC(=C(C=C1)NCC#CC=1N(C=2C=CC=C(C2C1)NC1CCN(CC1)C=1SC=C(N1)C)CC(F)(F)F)OC